N-(2-(3-Chloro-1-methyl-1H-pyrazol-4-yl)pyrimidin-4-yl)-5-isopropyl-8-((2R,3S)-2-methyl-3-((Methanesulfonyl)methyl)azetidin-1-yl)isoquinolin-3-amine ClC1=NN(C=C1C1=NC=CC(=N1)NC=1N=CC2=C(C=CC(=C2C1)C(C)C)N1[C@@H]([C@H](C1)CS(=O)(=O)C)C)C